tert-butyl (S)-((5-bromo-3-methoxypyrazin-2-yl)methyl)((5-oxopyrrolidin-2-yl)methyl)carbamate BrC=1N=C(C(=NC1)CN(C(OC(C)(C)C)=O)C[C@H]1NC(CC1)=O)OC